NC1=NC=CC=C1C1=NC(=NC=C1)NC=1C=C(C=CC1F)NC(=O)C1=NN(C(=C1)S(=O)C)C1=CC=C(C=C1)F N-(3-((4-(2-aminopyridin-3-yl)pyrimidin-2-yl)amino)-4-fluorophenyl)-1-(4-fluorophenyl)-5-(methylsulfinyl)-1H-pyrazole-3-carboxamide